(S)-1',1'-Difluoro-3-(5-fluoro-1H-pyrazolo[3,4-b]pyridin-4-yl)-2-(5-fluoro-2-pyridyl)spiro[4,7-dihydropyrazolo[5,1-c][1,4]oxazine-6,2'-cyclopropane] FC1([C@]2(C1)CN1C(CO2)=C(C(=N1)C1=NC=C(C=C1)F)C1=C2C(=NC=C1F)NN=C2)F